N1(CCNC2=CC=CC=C12)C(=O)[O-] 3,4-dihydroquinoxaline-1(2H)-carboxylate